2-(6-(4-(2,4-difluorophenyl)-4H-1,2,4-triazol-3-yl)pyridin-2-yl)-6-(isopropyl(methyl)amino)-4-((methylamino)methyl)-2,3-dihydro-1H-pyrrolo[3,4-c]pyridin-1-one FC1=C(C=CC(=C1)F)N1C(=NN=C1)C1=CC=CC(=N1)N1CC=2C(=NC(=CC2C1=O)N(C)C(C)C)CNC